7-(4-(1H-pyrazol-1-yl)benzyl)furo[3,2-b]pyridine-5-carboxylic acid methyl ester COC(=O)C1=CC(=C2C(=N1)C=CO2)CC2=CC=C(C=C2)N2N=CC=C2